C1(=CC=CC2=CC=CC=C12)C[C@@H](C)N (R)-1-(1-naphthyl)propan-2-amine